4-[3-(5-Fluoro-2-pyridyl)-1-(oxetan-3-ylmethyl)pyrazol-4-yl]-6-methyl-1H-pyrazolo[3,4-b]pyridine FC=1C=CC(=NC1)C1=NN(C=C1C1=C2C(=NC(=C1)C)NN=C2)CC2COC2